CSC1=CC=C2C=C(C(NC2=C1)=O)C(=O)OCC ethyl 7-(methylsulfanyl)-2-oxo-1H-quinoline-3-carboxylate